1-(1-azidocyclobutyl)-5-fluoro-2,4-bis(methoxymethoxy)benzene N(=[N+]=[N-])C1(CCC1)C1=C(C=C(C(=C1)F)OCOC)OCOC